C1(CC1)C1=CN(C=2N=CN=C(C21)N2CCN(CC2)C(=O)OC(C)(C)C)C2=CC(=CC(=C2)F)F tert-butyl 4-(5-cyclopropyl-7-(3,5-difluorophenyl)-7H-pyrrolo[2,3-d]pyrimidin-4-yl)piperazine-1-carboxylate